2-((2S,6R)-2,6-dimethylmorpholino)acetonitrile C[C@@H]1O[C@@H](CN(C1)CC#N)C